FC1=C(C=2C(=NN(N2)CCC)C(=C1F)C=1SC(=CC1)[Sn](C)(C)C)C=1SC(=CC1)[Sn](C)(C)C 5,6-difluoro-2-propyl-4,7-bis(5-(trimethylstannyl)thiophen-2-yl)-2H-benzo[d][1,2,3]Triazole